2-[(R)-4-(4,5-dimethyl-6-phenoxy-pyridazin-3-yl)-2-methyl-3,4,5,6-tetrahydro-2H-[1,2']bipyrazinyl-5'-yl]-propan-2-ol CC1=C(N=NC(=C1C)OC1=CC=CC=C1)N1C[C@H](N(CC1)C1=NC=C(N=C1)C(C)(C)O)C